O=C1NC(CCC1N1C(C2=CC=CC(=C2C1)SCCOCCOCCOCCOCCOCC(=O)N1CCN(CC1)C1=CC=C(C(=O)N2CCC(CC2)CCCCNC(\C=C\C=2C=NC=CC2)=O)C=C1)=O)=O (E)-N-(4-(1-(4-(4-(17-((2-(2,6-dioxopiperidin-3-yl)-1-oxoisoindolin-4-yl)thio)-3,6,9,12,15-pentaoxaheptadecanoyl)piperazin-1-yl)benzoyl)piperidin-4-yl)butyl)-3-(pyridin-3-yl)acrylamide